acryloxynonadecyldiiodomethylsilane C(C=C)(=O)OCCCCCCCCCCCCCCCCCCC[SiH2]C(I)I